NC1=NC=C(C=N1)C=1C=C2C(=NC=NC2=CC1)NC=1C=NC=C(C1)Cl 6-(2-aminopyrimidin-5-yl)-N-(5-chloropyridin-3-yl)quinazolin-4-amine